BrC=1C=CC(=C(C1)C(C=CN(CC)CC)=O)O 1-(5-bromo-2-hydroxyphenyl)-3-(diethylamino)-2-propen-1-one